BrC1=C(C(=O)OC(C)(C)C)C(=CC=C1)C tertbutyl 2-bromo-6-methylbenzoate